[(2R,3S,5R)-5-(6-amino-2-fluoro-9H-purin-9-yl)-2-ethynyl-3-hydroxyoxolan-2-yl]methyl 2-(2-butoxyethoxy)acetate C(CCC)OCCOCC(=O)OC[C@]1(O[C@H](C[C@@H]1O)N1C2=NC(=NC(=C2N=C1)N)F)C#C